CC(C)(COP(=O)([O-])OP(=O)([O-])OC[C@@H]1[C@H]([C@H]([C@@H](O1)N2C=NC3=C(N=CN=C32)N)O)OP(=O)([O-])[O-])[C@H](C(=O)NCCC(=O)NCCSC(=O)CF)O The molecule is an acyl-CoA oxoanion that results from the removal of four protons from the phosphate groups of fluoroacetyl-CoA. Protonated to pH 7.3. It is a conjugate base of a fluoroacetyl-CoA.